CC(C)(OCCN(CC[C@@H](C(=O)O)NC(=O)N1[C@@H](CCC1)C)CCCCC1=NC=2NCCCC2C=C1)C (2S)-4-[2-(1,1-dimethylethoxy)ethyl-[4-(5,6,7,8-tetrahydro-1,8-naphthyridin-2-yl)butyl]amino]-2-[[(2R)-2-methylpyrrolidine-1-carbonyl]amino]butanoic acid